CC1=C(OC2=CC=C(C=C2)C2CCCN3C2=NS(CC3)(=O)=O)C=C(C=C1)C(F)(F)F 9-{4-[2-methyl-5-(trifluoromethyl)phenoxy]phenyl}-3,4,6,7,8,9-hexahydropyrido[2,1-c][1,2,4]thiadiazine 2,2-dioxide